tert-butyl 3-((5,6-bis(benzyloxy) pyrimidin-4-yl) methyl)-5-(4-((4-(morpholinomethyl) phenyl) ethynyl) phenyl)-2-oxoimidazoline-1-carboxylate C(C1=CC=CC=C1)OC=1C(=NC=NC1OCC1=CC=CC=C1)CN1C(N(C(C1)C1=CC=C(C=C1)C#CC1=CC=C(C=C1)CN1CCOCC1)C(=O)OC(C)(C)C)=O